CC1=CC=C(C=N1)C(=O)NC1CCC(CC1)NC1=CC=CC=2N1C=C(N2)C(F)F 6-methyl-N-[(1s,4s)-4-{[2-(difluoromethyl)imidazo[1,2-a]pyridin-5-yl]amino}cyclohexyl]pyridine-3-carboxamide